(R)-2-(1-methyl-4-(((R)-1-(2-methyl-3-(trifluoromethyl)phenyl)ethyl)amino)phthalazin-6-yl)hexahydropyrrolo[1,2-a]pyrazin-6(2H)-one CC1=NN=C(C2=CC(=CC=C12)N1C[C@@H]2N(CC1)C(CC2)=O)N[C@H](C)C2=C(C(=CC=C2)C(F)(F)F)C